(terphenylyl)(phenylbenzothienopyrimidinyl)indolocarbazole C1(=C(C=CC=C1)C=1C(=C2C(=CC1)N=C1C=CC3=C4C=CC=CC4=NC3=C12)C1=NC2=C(C(=N1)C1=CC=CC=C1)SC1=C2C=CC=C1)C=1C(=CC=CC1)C1=CC=CC=C1